C(#N)C(C)(C)C=1C=C(C(=O)O)C=CN1 2-(2-Cyanoprop-2-yl)isonicotinic acid